C[C@@H]1N(CC[C@]2(C1)OCCC1=C2SC(=C1C(=O)OC)C(F)(F)F)CC=1N=NN(C1)CCS(=O)(=O)C methyl (2'S,7R)-2'-methyl-1'-[[1-(2-methylsulfonylethyl)triazol-4-yl]methyl]-2-(trifluoromethyl)spiro[4,5-dihydrothieno[2,3-c]pyran-7,4'-piperidine]-3-carboxylate